C(C=C)(=O)NC1=CC=C(C=C1)NC(CCCCC(=O)OC)=O Methyl 6-((4-acrylamidophenyl)amino)-6-oxohexanoate